ClC=1C(=CC(=NC1)NC1CCC(CC1)NC(COCCC(S(=O)(=O)N)(F)F)C)C1=NC(=CC=C1)NCC1(CCOCC1)C#N [2-[2-[[4-[[5-chloro-4-[6-[(4-cyanotetrahydropyran-4-yl)methylamino]-2-pyridyl]-2-pyridyl]amino]cyclohexyl]amino]propoxy]ethyl]-1,1-difluoro-methanesulfonamide